N-(1-(5-(6-(3-amino-3-methylbutan-1-yn-1-yl)-3-cyanopyrazolo[1,5-a]pyridin-4-yl)pyridin-2-yl)-4-methylpiperidin-4-yl)-5-fluoro-2-methylbenzamide NC(C#CC=1C=C(C=2N(C1)N=CC2C#N)C=2C=CC(=NC2)N2CCC(CC2)(C)NC(C2=C(C=CC(=C2)F)C)=O)(C)C